3-(1-(fluoromethyl)cyclopropoxy)-1-((2-(trimethylsilyl)ethoxy)methyl)-1H-pyrazol-4-amine FCC1(CC1)OC1=NN(C=C1N)COCC[Si](C)(C)C